4-Amino-3-cyclopropyl-5-fluoro-benzonitrile NC1=C(C=C(C#N)C=C1F)C1CC1